C(CCC)[C@]1(CS(C2=C(N(C1)C1=CC=C(C=C1)F)C=C(C(=C2)O)SC)(=O)=O)CC |r| racemic-3-butyl-3-ethyl-5-(4-fluorophenyl)-8-hydroxy-7-(methylsulfanyl)-2,3,4,5-tetrahydro-1,5-benzothiazepine 1,1-dioxide